C(C1=CC=CC=C1)SC=1N=NN(C1)C 4-(benzylthio)-1-methyl-1H-1,2,3-triazole